4,4-dicyanatophenyl-1,3-bis(4-cyanatophenyl)-2-propen-1-one ethyl-2-(4-(8-(((benzyloxy)carbonyl)(methyl)amino)-1-bromo-3,7,7-trimethyl-2-oxooctan-3-yl)phenyl)acetate C(C)OC(CC1=CC=C(C=C1)C(C(CBr)=O)(CCCC(CN(C)C(=O)OCC1=CC=CC=C1)(C)C)C)=O.O(C#N)C1(CC=C(C=C1)C(C(=O)C1=CC=C(C=C1)OC#N)=CC1=CC=C(C=C1)OC#N)OC#N